o-methylbenzothioate CC1=C(C([O-])=S)C=CC=C1